ON1CN(C=C1)CC1=CC(=C(C(=C1)OC)OC)OC 1-hydroxy-3-(3,4,5-trimethoxybenzyl)imidazole